CC1=NC2=CC=C(C=C2C=C1C1=CC=CC2=CC=CC=C12)C(=O)O 2-methyl-3-(naphthalen-1-yl)quinoline-6-carboxylic acid